P(OC1=CC=CC=C1)(OC1=CC=CC=C1)OC1=CC=CC=C1 Phosphorous acid, triphenyl ester